CSCON1C(C2=CC=CC=C2C1=O)=O (methylthio)methoxy-1H-isoindole-1,3(2H)-dione